tert-Butyl 4-(((2S,4S)-2-(3-amino-4-(methoxycarbonyl)phenyl)-4-ethoxypiperidin-1-yl)methyl)-5-methoxy-7-methyl-1H-indole-1-carboxylate NC=1C=C(C=CC1C(=O)OC)[C@H]1N(CC[C@@H](C1)OCC)CC1=C2C=CN(C2=C(C=C1OC)C)C(=O)OC(C)(C)C